3-AMINO-5-CYANOPHENYLBORONIC ACID NC=1C=C(C=C(C1)C#N)B(O)O